bis(3-(azetidin-1-yl)phenyl)diisopropylsilane N1(CCC1)C=1C=C(C=CC1)[Si](C(C)C)(C(C)C)C1=CC(=CC=C1)N1CCC1